[C@@H]12CN(C[C@@H](N(C1)C(=O)OC(C)(C)C)CC2)C(=O)OCC2=CC=CC=C2 3-benzyl 6-(tert-butyl) (1R,5S)-3,6-diazabicyclo[3.2.2]nonane-3,6-dicarboxylate